COC(=O)C1=CC(=C2C(=N1)C=CO2)CC2=CC(=C(C=C2)C(=O)OC(C)(C)C)F 7-(4-(tert-Butoxycarbonyl)-3-fluorobenzyl)furo[3,2-b]pyridine-5-carboxylic acid methyl ester